N(=[N+]=[N-])CCCC1=CC=C(C=C1)Cl 1-(3-azidopropyl)-4-chlorobenzene